ClC=1C(=NC=CC1Cl)N1CCN(CC1)CC=1C=C2CN(CC2=CC1)N1C(NC(CC1)=O)=O 5-((4-(3,4-dichloropyridin-2-yl)piperazin-1-yl)methyl)-2-(2,4-dioxotetrahydropyrimidin-1(2H)-yl)isoindoline